2,11-dodecanedione CC(CCCCCCCCC(C)=O)=O